COC1=CC=C(C=C1)C(OCCCSSC1=NC=CC=C1)(C1=CC=CC=C1)C1=CC=C(C=C1)OC 2-((3-(Bis(4-methoxyphenyl)(phenyl)methoxy)propyl)disulfanyl)pyridine